4-Oxo-4-(prop-2-yn-1-ylamino)butanoic acid O=C(CCC(=O)O)NCC#C